6-(2-hydroxy-2-methylpropoxy)-4-(6-(4-(phenylamino)piperidin-1-yl)pyridin-3-yl)pyrazolo[1,5-a]pyridine-3-carbonitrile OC(COC=1C=C(C=2N(C1)N=CC2C#N)C=2C=NC(=CC2)N2CCC(CC2)NC2=CC=CC=C2)(C)C